BrC=1C(=NC(=CC1)NC(=O)OC(C)(C)C)CS(=O)(=O)[O-] (3-Bromo-6-((tert-butoxycarbonyl)amino)pyridin-2-yl)methanesulfonate